5-bromomethyl-oxazole (2R,4S)-tert-butyl-4-(4-amino-3-iodo-1H-pyrazolo[3,4-d]pyrimidin-1-yl)-2-(methoxymethyl)pyrrolidine-1-carboxylate C(C)(C)(C)OC(=O)N1[C@H](C[C@@H](C1)N1N=C(C=2C1=NC=NC2N)I)COC.BrCC2=CN=CO2